4-(6-amino-5-(3-fluoro-4-((4-methylpyrimidin-2-yl)oxy)phenyl)pyrimidine-4-yl)piperidine NC1=C(C(=NC=N1)C1CCNCC1)C1=CC(=C(C=C1)OC1=NC=CC(=N1)C)F